CC1=NC2=C(N1)C=CC(=C2)C2=C(C=CC(=C2)CCC)C(C)O 1-(2-(2-methyl-1H-benzimidazol-5-yl)-4-propylphenyl)ethane-1-ol